NC1=NN2C(C=C(C=C2)C2=C(C=NC(=C2)C(F)(F)F)OC[C@]23OC[C@H](N(C2)C(=O)OC(C)(C)C)C3)=C1 |&1:21| tert-butyl (1RS,4R)-1-(((4-(2-aminopyrazolo[1,5-a]pyridin-5-yl)-6-(trifluoromethyl)pyridin-3-yl)oxy)methyl)-2-oxa-5-azabicyclo[2.2.1]heptane-5-carboxylate